CC1=C2C(C(=CN(C2=NC(=C1)N1CC(C1)C(NC1=NNC=C1)=O)C=1SC=CN1)C(=O)O)=O 5-methyl-4-oxo-7-{3-[(1H-pyrazol-3-yl)carbamoyl]azetidin-1-yl}-1-(1,3-thiazol-2-yl)-1,4-dihydro-1,8-naphthyridine-3-carboxylic acid